C(#N)C1=CC=C(CNC(=O)C2=NN(C=3C(N(CCC32)CC3(CC3)S(=O)(=O)C(C)([C@@H](CO)O)C)=O)C)C=C1 (R)-N-(4-cyanobenzyl)-6-((1-((3,4-dihydroxy-2-methyl-butan-2-yl)sulfonyl)cyclopropyl)methyl)-1-methyl-7-oxo-4,5,6,7-tetrahydro-1H-pyrazolo[3,4-c]pyridine-3-carboxamide